(3S)-3-[(Z,2S)-2-amino-4-fluoro-4-methylsulfonyl-but-3-enyl]pyrrolidin-2-one hydrochloride Cl.N[C@@H](C[C@H]1C(NCC1)=O)\C=C(/S(=O)(=O)C)\F